(S)-5,5-difluoro-1-((R)-2-((1-oxo-4-(o-tolyl)-1,2-dihydroisoquinolin-7-yl)oxy)propanoyl)piperidine-3-carboxylic acid FC1(C[C@@H](CN(C1)C([C@@H](C)OC1=CC=C2C(=CNC(C2=C1)=O)C1=C(C=CC=C1)C)=O)C(=O)O)F